C(C=C)N1N=C2C(CN(CC2)C(=O)OC(C)(C)C)=C1C(CC=C)O tert-butyl 2-allyl-3-(1-hydroxybut-3-en-1-yl)-6,7-dihydro-2H-pyrazolo[4,3-c]pyridine-5(4H)-carboxylate